1,1,3,3-tetramethyl-urea tetrafluoroborate F[B-](F)(F)F.CN(C(=O)N(C)C)C